2-methyl-3,5,8-trihydroxy-1,4-naphthoquinone CC=1C(C2=C(C=CC(=C2C(C1O)=O)O)O)=O